1-(1,2-Benzooxazol-3-yl)-2-methylpropane-1-sulphonamide O1N=C(C2=C1C=CC=C2)C(C(C)C)S(=O)(=O)N